1-(p-tolyl)pyrrolidine C1(=CC=C(C=C1)N1CCCC1)C